C(C)(C)(C)C1=CC=C(CNC(=O)C2=CC=C3C(=C(N(C3=C2)CC2CCC2)C)CC=2C=C(OC(C(=O)OC)(C)C)C=CC2)C=C1 methyl 2-(3-((6-((4-(tert-butyl)benzyl)carbamoyl)-1-(cyclobutylmethyl)-2-methyl-1H-indol-3-yl)methyl) phenoxy)-2-methylpropanoate